7-[2-(Dimethylamino)ethoxy]-2-(4-ethyl-6-methylpyrazolo[1,5-a]pyrazin-2-yl)-9-methyl-4H-pyrido[1,2-a]pyrimidin-4-one CN(CCOC=1C=C(C=2N(C(C=C(N2)C2=NN3C(C(=NC(=C3)C)CC)=C2)=O)C1)C)C